hexadecane-1-yl nonatriacontanoate C(CCCCCCCCCCCCCCCCCCCCCCCCCCCCCCCCCCCCCC)(=O)OCCCCCCCCCCCCCCCC